tert-butyl ((1R,4r)-4-(((1R,2S,5R)-5-(isopropyl(methyl)amino)-2-((S)-2-oxo-3-((6-(trifluoromethyl)quinazolin-4-yl)amino)pyrrolidin-1-yl)cyclohexyl)carbamoyl)cyclohexyl)carbamate C(C)(C)N([C@@H]1CC[C@@H]([C@@H](C1)NC(=O)C1CCC(CC1)NC(OC(C)(C)C)=O)N1C([C@H](CC1)NC1=NC=NC2=CC=C(C=C12)C(F)(F)F)=O)C